3-bromo-5-methyl-1-[[4-(trifluoromethyl)phenyl]methyl]pyrazole BrC1=NN(C(=C1)C)CC1=CC=C(C=C1)C(F)(F)F